CN1C=NC2=C1C=NC=C2B2OCCNCCO2 2-(3-Methylimidazo[4,5-c]pyridin-7-yl)-1,3,6,2-dioxazaborocane